C1(C=CC=C1)[Ti](C1=C(C(=CC=C1F)N1C(CCC1(C)C)=O)F)(C1=C(C(=CC=C1F)N1C(CCC1(C)C)=O)F)C1C=CC=C1 bis(cyclopentadienyl)bis[2,6-difluoro-3-(5,5-dimethyl-2-pyrrolidone-1-yl)phenyl]titanium